1-((2R,3R,4R,5S)-4-allyl-5-(((tert-butyldimethylsilyl)oxy)methyl)-3-methoxytetrahydrofuran-2-yl)pyrimidine-2,4(1H,3H)-dione C(C=C)[C@H]1[C@H]([C@@H](O[C@@H]1CO[Si](C)(C)C(C)(C)C)N1C(NC(C=C1)=O)=O)OC